3-(5-(2,5-difluoro-3-(imidazo[1,2-a]pyridine-3-carboxamido)-4-methylphenyl)-1,2,4-oxadiazol-3-yl)azetidine-1-carboxylic acid methyl ester COC(=O)N1CC(C1)C1=NOC(=N1)C1=C(C(=C(C(=C1)F)C)NC(=O)C1=CN=C2N1C=CC=C2)F